FC=1C=C2C(=C(/C(/C2=CC1)=C/C1=CC(=C(C(=C1)OC)O)OC)C)C(C(=O)NCC=1N(C=CC1)C)NCC=1C=NC=CC1 (Z)-2-(5-fluoro-1-(4-hydroxy-3,5-dimethoxybenzylidene)-2-methyl-1H-inden-3-yl)-N-((1-methyl-1H-pyrrol-2-yl)methyl)-2-((pyridin-3-ylmethyl)amino)acetamide